[Sb]=S stibium sulfide